N=1C=NN2C1C=C(C=C2)OC2=C(C(=C(C=C2)NC=2C1=C(N=CN2)C=CC(=N1)N(C1CCNCC1)C)F)C N4-(4-([1,2,4]triazolo[1,5-a]pyridin-7-yloxy)-2-fluoro-3-methylphenyl)-N6-methyl-N6-(piperidin-4-yl)pyrido[3,2-d]pyrimidine-4,6-diamine